3-((tert-butyl-dimethylsilyloxy)prop-1-en-2-yl)-5-(3-chloro-5-ethoxy-4-methoxyphenyl)pyridine [Si](C)(C)(C(C)(C)C)OCC(=C)C=1C=NC=C(C1)C1=CC(=C(C(=C1)OCC)OC)Cl